(5r,6r)-6-ethyl-1,3-diazaspiro[4.4]nonane-2,4-dione C(C)[C@H]1[C@@]2(C(NC(N2)=O)=O)CCC1